N-[(1R)-1-[3-Methoxy-4-(1-methylpyrazol-4-yl)phenyl]ethyl]-2-methyl-5-(4-methylpiperazin-1-yl)benzamide COC=1C=C(C=CC1C=1C=NN(C1)C)[C@@H](C)NC(C1=C(C=CC(=C1)N1CCN(CC1)C)C)=O